2-(4,6-dimethylpyrimidin-2-yl)-1,3,3a,4,6,6a-hexahydropyrrolo[3,4-c]pyrrole CC1=NC(=NC(=C1)C)N1CC2CNCC2C1